1-(2-Naphthyl)-2-(1H-pyrazol-1-yl)ethanone C1=C(C=CC2=CC=CC=C12)C(CN1N=CC=C1)=O